3-butyl-5-(dibromomethylidene)-2(5H)-furanone C(CCC)C=1C(OC(C1)=C(Br)Br)=O